6-(2-(trimethylsilyl)ethynyl)pyridine-3-carbaldehyde C[Si](C#CC1=CC=C(C=N1)C=O)(C)C